4-nitro-L-phenylalanine monohydrate O.[N+](=O)([O-])C1=CC=C(C[C@H](N)C(=O)O)C=C1